Trans-3-((difluoromethoxy)methyl)cyclobutylamine FC(OC[C@@H]1C[C@H](C1)N)F